1-(3,4-dimethoxybenzenesulfonyl)-4-(diphenylmethyl)piperazine COC=1C=C(C=CC1OC)S(=O)(=O)N1CCN(CC1)C(C1=CC=CC=C1)C1=CC=CC=C1